FC1=C(C=CC(=C1)C(F)(F)F)CC1CC2(CN(C2)C(=O)OC(C)(C)C)C1 tert-butyl 6-[[2-fluoro-4-(trifluoromethyl) phenyl] methyl]-2-azaspiro[3.3]heptane-2-carboxylate